(2S,3R,4S,5R)-4-[[3-(3,4-Difluoro-2-isopropoxy-phenyl)-4,5-dimethyl-5-(trifluoromethyl)tetrahydrofuran-2-carbonyl]amino]pyridin-2-carboxamid FC=1C(=C(C=CC1F)[C@@H]1[C@H](O[C@]([C@H]1C)(C(F)(F)F)C)C(=O)NC1=CC(=NC=C1)C(=O)N)OC(C)C